P(O)(=O)(OP(=O)(O)OP(=O)(O)O)OC[C@@H]1[C@H](C[C@@H](O1)N1C=NC=2C(=O)NC(N)=NC12)OCN=[N+]=[N-] 3'-O-(azidomethyl)-2'-deoxyguanosine triphosphate